(R)-1-(1-(4-(Benzo[d]thiazol-7-yl)phenyl)-2-hydroxyethyl)-3-(2-ethynyl-5-methylthiazol-4-yl)urea S1C=NC2=C1C(=CC=C2)C2=CC=C(C=C2)[C@H](CO)NC(=O)NC=2N=C(SC2C)C#C